(S)-6-fluoro-N-hydroxy-2,2-dimethyl-1,2,3,5,10,10a-hexahydropyrrolo[1,2-b]isoquinoline-8-carboxamide FC1=CC(=CC=2C[C@@H]3N(CC12)CC(C3)(C)C)C(=O)NO